C(C1=CC=CC=C1)OC(=O)N1CCC(CC1)N1C(N(CC2=C(C1)C=C(C=C2)F)CC2=CC=C(C=C2)CC(C)=O)=O benzyl-4-(8-fluoro-3-oxo-4-[[4-(2-oxopropyl)phenyl]methyl]-1,5-dihydro-2,4-benzodiazepin-2-yl)piperidine-1-carboxylate